N-Methyl-3-(1-methylimidazol-4-yl)-4-[[(1R)-5-(trifluoromethyl)indan-1-yl]amino]benzenesulfonamide CNS(=O)(=O)C1=CC(=C(C=C1)N[C@@H]1CCC2=CC(=CC=C12)C(F)(F)F)C=1N=CN(C1)C